4-epoxycyclohexenecarboxylic acid C12(C(CC=CC1)O2)C(=O)O